N-[2-(1H-pyrazol-1-yl)ethyl]-2-[[4-[5-(trifluoromethyl)-1,2,4-oxadiazol-3-yl]phenyl]methyl]-4-oxazolecarboxamide N1(N=CC=C1)CCNC(=O)C=1N=C(OC1)CC1=CC=C(C=C1)C1=NOC(=N1)C(F)(F)F